C(C)N1N=CC(=C1)C1=NN2C(OCC(C2)CO)=C1C(=O)OCC Ethyl 2-(1-ethylpyrazol-4-yl)-6-(hydroxymethyl)-6,7-dihydro-5H-pyrazolo[5,1-b][1,3]oxazine-3-carboxylate